NC[C@@]1(OC2=C([C@@H]1O)C(=C(C=C2)Cl)C2=C(C(=O)N)C=CC(=C2F)OC)C=2C(=NC=CC2)OC 2-((2s,3s,4s)-2-(aminomethyl)-5-chloro-3-hydroxy-2-(2-methoxypyridin-3-yl)-2,3-dihydrobenzofuran-4-yl)-3-fluoro-4-methoxybenzamide